4-(3-ethyl-2,3-dimethyl-3H-indol-5-yl)-5-fluoro-N-(5-(4-methylpiperazin-1-yl)pyridin-2-yl)pyrimidine C(C)C1(C(=NC2=CC=C(C=C12)C1=NCN(C=C1F)C1=NC=C(C=C1)N1CCN(CC1)C)C)C